The molecule is a pentacyclic triterpenoid isolated from the leaves of Garcia parviflora. It is a terpene lactone, a pentacyclic triterpenoid and an epsilon-lactone. It derives from a friedelin. C[C@@H]1[C@]2(CC[C@H]3[C@]([C@@H]2CCC(=O)O1)(CC[C@@]4([C@@]3(CC[C@@]5([C@H]4CC(CC5)(C)C)C)C)C)C)C